O=CCNS(=O)(=O)CC N-(2-oxoethyl)ethanesulfonamide